C(C)(=O)[O-].C(CCCCCCCCCCC)[NH+]1C(=CC=C1)CCC 1-Dodecyl-2-propylpyrrolium acetate